BrC1=CC=C(C=C1)C1=C2C(=CN=C1OC)NN=C2C2CCN(CC2)CCCl (4-bromophenyl)-3-[1-(2-chloroethyl)-4-piperidyl]-5-methoxy-pyrazolo[3,4-c]pyridine